Cl.N1CCC(CC1)=O 4-piperidinone Hydrochloride